1-(5-(7-bromo-1H-benzo[d]imidazole-4-carbonyl)-9-fluoro-2-(4-isopropylphenyl)-2,3,4,5,5a,6,8,9-octahydro-7H-10-oxa-1,2,5,7-tetraazacycloocta[cd]inden-7-yl)prop-2-en-1-one BrC1=CC=C(C2=C1NC=N2)C(=O)N2C1C=3C(=NN(C3CC2)C2=CC=C(C=C2)C(C)C)OC(CN(C1)C(C=C)=O)F